CC1CN(CC(N1)C)C1=CN2C(=NC=CC2=O)S1 2-(3,5-dimethylPiperazin-1-yl)thiazolo[3,2-a]Pyrimidin-5-one